FC1=C(C(=O)N([C@H]2CNCCC2)C2=NC=CC3=C2C=C(S3)C3=CC(=CC=C3)C(NC(C)C)=O)C=CC(=C1)C=1N=NN(C1)C 2-fluoro-N-[2-[3-(isopropylcarbamoyl)phenyl]thieno[3,2-c]pyridin-4-yl]-4-(1-methyltriazol-4-yl)-N-[(3R)-3-piperidyl]benzamide